C1=CC=C(C=2SC3=C(C21)C=CC=C3)C3=CC=C(C=C3)C=3C=C(C=CC3)B(O)O 4'-(Dibenzothien-4-yl)-3,1'-Biphenylboronic acid